(1S,2S,4R,5R,6R,7S)-N-(3,4-dichlorophenyl)-7-(6-(trifluoromethyl)pyridin-2-yl)-8-oxatricyclo[3.2.1.02,4]octane-6-carboxamide ClC=1C=C(C=CC1Cl)NC(=O)[C@H]1[C@H]2[C@@H]3C[C@@H]3[C@@H]([C@@H]1C1=NC(=CC=C1)C(F)(F)F)O2